5-chloro-2-hydroxy-3-methylbenzoic acid ClC=1C=C(C(=C(C(=O)O)C1)O)C